CN(CC(C)N(CCO)C)C trimethyl-hydroxyethyl-propylenediamine